trimethyl-[3-(prop-2-enylamino)propyl]ammonium chloride [Cl-].C[N+](CCCNCC=C)(C)C